butylene propanedisulfonate C1CCS(=O)(=O)OCCCCOS1(=O)=O